(1-(4-fluorophenyl)ethyl)-1H-pyrazol-4-amine FC1=CC=C(C=C1)C(C)N1N=CC(=C1)N